ClC1=CC(=C(C=N1)C#CCCCCNC(=O)N1CCOCC1)NC(C)C N-(6-(6-chloro-4-(isopropylamino)-3-pyridinyl)hex-5-ynyl)morpholine-4-carboxamide